2-Amino-7-fluoro-4-(5-fluoro-3-((S)-3-(3-methoxyazetidin-1-yl)pyrrolidin-1-yl)-7,9-dihydrofuro[3,4-f]quinazolin-6-yl)thieno[3,2-c]pyridine-3-carbonitrile NC1=C(C=2C(=NC=C(C2S1)F)C=1C2=C(C=3C=NC(=NC3C1F)N1C[C@H](CC1)N1CC(C1)OC)COC2)C#N